Trichloroacetic acid ammonium salt [NH4+].ClC(C(=O)[O-])(Cl)Cl